5-(4-methylphenyl)-3-(1-methyl-1H-pyrazol-4-yl)pyrazin-2-amine CC1=CC=C(C=C1)C=1N=C(C(=NC1)N)C=1C=NN(C1)C